NC1=NC=NN2C1=C(C(=C2[C@@H](CC)C=2C=NN(C2)C2=C(C=C(C=C2)F)F)C#N)C=2C=NC(=NC2)C(F)(F)F 4-amino-7-{(1S)-1-[1-(2,4-difluorophenyl)-1H-pyrazol-4-yl]propyl}-5-[2-(trifluoromethyl)pyrimidin-5-yl]pyrrolo[2,1-f][1,2,4]triazine-6-carbonitrile